4-(4-chloro-2-fluorophenyl)-3-(3-chlorophenyl)-1-(3-fluoropropyl)-5-neopentylpyrrolidine-2-carboxylic acid tert-butyl ester C(C)(C)(C)OC(=O)C1N(C(C(C1C1=CC(=CC=C1)Cl)C1=C(C=C(C=C1)Cl)F)CC(C)(C)C)CCCF